C(C1=CC=CC=C1)OC1=C(C(=CC(=C1)O)O)C(=O)N1CC2=C(C=CC=C2CC1)NC1CN(CC1)C (2-(benzyloxy)-4,6-dihydroxyphenyl)(8-((1-methylpyrrolidin-3-yl)amino)-3,4-dihydroisoquinolin-2(1H)-yl)methanone